N(N)C1=NC(=CC(=N1)C#N)NC1=CC(=CC(=C1)C)C 2-hydrazino-6-[(3,5-dimethylphenyl)amino]pyrimidine-4-carbonitrile